1,4-dimethoxybenzeneId CO[C-]1CC=C(C=C1)OC